ethyl 7-(1-acetyl-4-piperidyl)-6,8-dihydro-5H-2,7-naphthyridine-3-carboxylate C(C)(=O)N1CCC(CC1)N1CCC=2C=C(N=CC2C1)C(=O)OCC